CC(C)NCC(COC1=CC=CC2=C1C=CN2)O (±)-pindolol